C(C)(C)(C)OC(=O)N1[C@H](CCC1)C(=O)O (tert-butyloxycarbonyl)-D-proline